Methyl 2-hydroxy-3-iodo-6-methylbenzoate OC1=C(C(=O)OC)C(=CC=C1I)C